(S)-tert-Butyl 4-(4-((4-((4-(2-(1H-imidazol-1-yl)pyrimidin-4-yl)piperazin-1-yl)methyl)benzyl)oxy)-1-oxoisoindolin-2-yl)-5-amino-5-oxopentanoate N1(C=NC=C1)C1=NC=CC(=N1)N1CCN(CC1)CC1=CC=C(COC2=C3CN(C(C3=CC=C2)=O)[C@@H](CCC(=O)OC(C)(C)C)C(=O)N)C=C1